ClC1=CC(=C(CN2C(NC(C3=C2C=CN3)=O)=C=S)C=C1)[C@H]1NCCOC1 (R)-1-(4-chloro-2-(morpholin-3-yl)benzyl)-2-thiocarbonyl-1,2,3,5-tetrahydro-4H-pyrrolo[3,2-d]pyrimidin-4-one